C(C)(=O)N1CCC(CC1)NC1=NC=C(C(=N1)C=1CN(CC1)C(=O)OC(C)(C)C)Cl tert-butyl 3-[2-[(1-acetyl-4-piperidyl)amino]-5-chloro-pyrimidin-4-yl]-2,5-dihydropyrrole-1-carboxylate